8-(4-Chlorophenyl)-3-methyl-1-(3-morpholinocyclobutyl)-1,3-dihydro-2H-imidazo[4,5-c]quinolin-2-imine ClC1=CC=C(C=C1)C1=CC=2C3=C(C=NC2C=C1)N(C(N3C3CC(C3)N3CCOCC3)=N)C